(2S)-5,7-Dimethoxy-8-formylflavanone COC1=C2C(C[C@H](OC2=C(C(=C1)OC)C=O)C1=CC=CC=C1)=O